[C@H]12NC[C@H](C[C@H]1O)C2 (1R,4S,6R)-2-azabicyclo[2.2.1]heptan-6-ol